C1(CCC1)CN1C2=C(N=C(C1=O)NNC(=O)C1(CC1)C1CC1)COCC2 N'-[1-(cyclobutylmethyl)-2-oxo-7,8-dihydro-5H-pyrano[3,4-b]pyrazin-3-yl]-1-cyclopropyl-cyclopropanecarbohydrazide